C(#N)C(NC(=O)[C@@H]1[C@H]2C([C@H]2CN1C([C@H](C(C)C)NC(=O)C1CC(C1)(F)F)=O)(C)C)C1=NN=CC2=CC=CC=C12 (1R,2S,5S)-N-[cyano(phthalazin-1-yl)methyl]-3-[(2S)-2-[(3,3-difluorocyclobutanecarbonyl)amino]-3-methyl-butanoyl]-6,6-dimethyl-3-azabicyclo[3.1.0]hexane-2-carboxamide